CC(CCC(C)C)NC1=CC=C(C=C1)N l-1,4-dimethylpentyl-1,4-phenylenediamine